1,18-nonadecadiene C=CCCCCCCCCCCCCCCCC=C